2-((1R,5S,6S)-6-(3-chloro-4-methylphenyl)-3-azabicyclo[3.1.0]hexane-3-carbonyl)-7-oxa-5-azaspiro[3.4]octane-6-one ClC=1C=C(C=CC1C)C1[C@@H]2CN(C[C@H]12)C(=O)C1CC2(C1)NC(OC2)=O